4-(4-(5-fluoro-1H-indol-3-yl)thiophen-2-yl)-4-oxobutyric acid FC=1C=C2C(=CNC2=CC1)C=1C=C(SC1)C(CCC(=O)O)=O